5-benzyl-2-((3-(pyrrolidin-1-yl)propyl)thio)-4,5-dihydro-1H-imidazole dihydrochloride Cl.Cl.C(C1=CC=CC=C1)C1CN=C(N1)SCCCN1CCCC1